furoic acid methyl ester COC(=O)C=1OC=CC1